5-amino-2-((2-(dimethylamino)ethyl)(methyl)amino-4-methoxyphenyl)acrylamide NC=1C(=C(C(=C(C1)C(C(=O)N)=C)NC)CCN(C)C)OC